C(C1=CC=CC=C1)N(CC(C(=O)OC)F)CC1=CC=CC=C1 methyl 3-(dibenzylamino)-2-fluoropropanoate